[O-]P([O-])OP([O-])[O-].[Ca+2].[Ca+2] calcium diphosphite